dimethyl-((4-methylpiperidin-3-yl)imino)-lambda6-sulfanone CS(=O)(=NC1CNCCC1C)C